3,6-dibromobenzo[b]thiophene 1,1-dioxide BrC=1C2=C(S(C1)(=O)=O)C=C(C=C2)Br